S(=O)(=O)(ON1[C@@H]2CC[C@H](N(C1=O)C2)C(NS(=O)(=O)C2=C(SC(=C2)Cl)Cl)=N)O (2S,5R)-2-(N-((2,5-dichlorothiophen-3-yl) sulfonyl) carbamimidoyl)-7-oxo-1,6-diazabicyclo[3.2.1]octan-6-yl hydrogen sulfate